trans-2-(1,3-dithian-2-yl)-3,4-diphenylcyclobut-2-ene-1-carboxylic acid butyl ester C(CCC)OC(=O)[C@@H]1C(=C([C@H]1C1=CC=CC=C1)C1=CC=CC=C1)C1SCCCS1